1-Benzyl 5-(chloromethyl) 2-((bis(benzyloxy)phosphoryl)methyl)pentanedioate C(C1=CC=CC=C1)OP(=O)(OCC1=CC=CC=C1)CC(C(=O)OCC1=CC=CC=C1)CCC(=O)OCCl